FC=1C(=CC(=NC1)OC)[C@H](C(=O)N1C[C@]2(CC1)NC1=NC(=C(C=C1CC2)C2=NC=CC=N2)C)C (2R)-2-(5-fluoro-2-methoxypyridin-4-yl)-1-((2S)-7-methyl-6-(pyrimidin-2-yl)-3,4-dihydro-1H-spiro(1,8-naphthyridine-2,3'-pyrrolidin)-1'-yl)propan-1-one